ClC1(C(N(CCC1)C1=CC=C(C=C1)[N+](=O)[O-])=O)Cl 3,3-dichloro-1-(4-nitrophenyl)piperidin-2-one